[N+](=O)([O-])N(CN)CN 1,5-diaza-3-nitro-3-azapentane